C(C1=CC=CC=C1)OC(=O)N1C[C@H]([C@@H](CC1)C[B-](F)(F)F)C1=CC=C(C=C1)C#N.[K+] potassium (((3R,4R)-1-((benzyloxy)carbonyl)-3-(4-cyanophenyl)piperidin-4-yl)methyl)trifluoroborate